C1(=CC=CC=C1)C(CC1=NSCC1)C 2-phenylpropyl-isothiazolin